BrC=1C(=NC(=NC1)NC=1C=C2C(C(N(C2=CC1)CC1CC1)=O)(C)C)NC1=C(C=CC=C1)S(=O)(=O)C(C)C 5-[[5-bromo-4-(2-isopropylsulfonylanilino)pyrimidin-2-yl]amino]-1-(cyclopropylmethyl)-3,3-dimethyl-indolin-2-one